1-[3-(4-cyclopropoxy-6-methoxypyrimidin-5-yl)-1-{[2-(trimethylsilyl)ethoxy]methyl}pyrrolo[2,3-b]pyridin-6-yl]-3-[3-(dimethylamino)propyl]urea C1(CC1)OC1=NC=NC(=C1C1=CN(C2=NC(=CC=C21)NC(=O)NCCCN(C)C)COCC[Si](C)(C)C)OC